2-[6-(difluoromethyl)imidazo[1,2-a]pyridin-3-yl]pyrimidin-4-ol FC(C=1C=CC=2N(C1)C(=CN2)C2=NC=CC(=N2)O)F